(R)-N-(2-fluoro-3-hydroxy-3-methylbutyl)-6-(2-fluoropyridin-3-yl)-4-(isopropylamino)pyrrolo[1,2-b]pyridazine-3-carboxamide F[C@H](CNC(=O)C1=C(C=2N(N=C1)C=C(C2)C=2C(=NC=CC2)F)NC(C)C)C(C)(C)O